Cl.Cl.CNS(=O)(=O)C N-methyl-Methanesulfonamide dihydrochloride